FC=1C=NC(=NC1)NC(=O)C=1C=2N(C3=C(C1)C(CC3)C)C=CN2 N-(5-Fluoropyrimidin-2-yl)-6-methyl-7,8-dihydro-6H-cyclopenta[e]imidazo[1,2-a]pyridine-4-carboxamide